FC=1C(=C2C(=NC(=NN2C1)N[C@H]1[C@H](CN(CC1)C1COC1)F)OC)C1=CC=2N(C=C1)N=CC2C(=O)NC(C)C 5-(6-fluoro-2-(((3S,4R)-3-fluoro-1-(oxetan-3-yl)piperidin-4-yl)amino)-4-methoxypyrrolo[2,1-f][1,2,4]triazin-5-yl)-N-isopropylpyrazolo[1,5-a]pyridine-3-carboxamide